N1(CC1)CCC(=O)OCC(C)(COC(CCN1CC1)=O)C neopentyl glycol di(β-aziridinyl propionate)